C(C)(C)(C)OC(=O)N[C@@H](CC(=O)OCC)C=1C=C(C=C(C1F)C1CC1)C1=C(C(=C(C=C1C)C)C)OCCCC=C Ethyl (S)-3-((tert-butoxycarbonyl)amino)-3-(5-cyclopropyl-4-fluoro-3',4',6'-trimethyl-2'-(pent-4-en-1-yloxy)-[1,1'-biphenyl]-3-yl)propanoate